C(CCCCC)OC1=CC=C(C=C1)/C=C/C(=O)C1=C(C=CC=C1)O (E)-3-[4-(Hexyloxy)phenyl]-1-(2-hydroxyphenyl)prop-2-en-1-one